[C@H]12CN(C[C@H](CC1)N2)C2=NC(=NC1=C(C(=CC=C21)C=2C=C(C=C1C=CN=C(C21)OC)O)F)OC[C@]21CCCN1C[C@@H](C2)F 8-(4-((1R,5S)-3,8-diazabicyclo[3.2.1]octan-3-yl)-8-fluoro-2-(((2R,7aS)-2-fluorotetrahydro-1H-pyrrolizin-7a(5H)-yl)methoxy)quinazolin-7-yl)-1-methoxyisoquinolin-6-ol